ClC=1C(=C(NC=2C3=C(N=CN2)C=CC(=N3)O[C@@H]3CN(CC3)C(=O)OC(C)(C)C)C=CC1OCC13COC(C1)C3)F tert-butyl (3S)-3-[4-[3-chloro-2-fluoro-4-(2-oxabicyclo[2.1.1]hexan-4-ylmethoxy)anilino]pyrido[3,2-d]pyrimidin-6-yl]oxypyrrolidine-1-carboxylate